Cl.FC([C@H](C)NN)(F)F (S)-(1,1,1-trifluoropropan-2-yl)hydrazine hydrochloride